N-[2-(3-fluorofuranyl)ethyl]-N'-[2-(5-chloropyridyl)]thiourea C1=CC(=NC=C1Cl)NC(=S)NCCC2=C(C=CO2)F